CN(C)CCOC1=CC=C(C=C1)Br 2-(4-bromophenoxy)-N,N-dimethylethylamine